C(=O)(O)C1CSCCC1C(=O)O 3,4-dicarboxy-tetrahydrothiopyran